ON=C(C(=O)O)C1=C(C=CC=C1)C 2-(hydroxyimino)-2-(o-methylphenyl)acetic acid